Potassium (R)-(2-((tert-butoxycarbonyl)amino)-4-(trifluoromethoxy)butyl)trifluoroborate C(C)(C)(C)OC(=O)N[C@H](C[B-](F)(F)F)CCOC(F)(F)F.[K+]